O1C(CCC1)CN(CCC(C(=O)O)NC(C1=C(C=CC=C1)C(F)(F)F)=O)CCCCC1=NC=2NCCCC2C=C1 4-[[tetrahydrofuran-2-yl]methyl-[4-(5,6,7,8-tetrahydro-1,8-naphthyridin-2-yl)butyl]amino]-2-[[2-(trifluoromethyl)benzoyl]amino]butanoic acid